OC(CN(C1=CC=C(C=C1)C)CC(C)O)C N,N-bis(2-hydroxypropyl)-4-toluidine